N'-(4-(3-((5-bromopyridin-2-yl)oxy)oxetan-3-yl)-2-chloro-5-methylphenyl)-N-ethyl-N-methylformimidamide BrC=1C=CC(=NC1)OC1(COC1)C1=CC(=C(C=C1C)N=CN(C)CC)Cl